tert-butyl 4-(5-bromo-3-fluoro-2-nitro-phenyl)piperazine-1-carboxylate BrC=1C=C(C(=C(C1)N1CCN(CC1)C(=O)OC(C)(C)C)[N+](=O)[O-])F